ClC=1N=C(C2=C(N1)N=CC=C2)N2CC=1C=C(C=NC1CC2)N2C1=C(OCC2)N=CC=C1 1-[6-(2-chloropyrido[2,3-d]pyrimidin-4-yl)-7,8-dihydro-5H-1,6-naphthyridin-3-yl]-2,3-dihydropyrido[2,3-b][1,4]oxazine